1-phenylproline C1(=CC=CC=C1)N1[C@@H](CCC1)C(=O)O